(Z)-1-(4-amino-2-fluorobut-2-en-1-yl)-4-(3-(N,N-dimethylsulfamoyl)phenyl)-1H-benzo[d][1,2,3]triazole-6-carboxylic acid methyl ester COC(=O)C=1C=C(C2=C(N(N=N2)C/C(=C/CN)/F)C1)C1=CC(=CC=C1)S(N(C)C)(=O)=O